(3S)-3-[[(chlorocarbonyl)oxy]methyl]pyrrolidine-1-carboxylic acid tert-butyl ester C(C)(C)(C)OC(=O)N1C[C@H](CC1)COC(=O)Cl